3-((tert-butyl-dimethylsilyl)oxy)propan-1-ol [Si](C)(C)(C(C)(C)C)OCCCO